perfluorophosphonic acid FP(O)(O)=O